FC=1C=C2CCN(C2=CC1)C 5-fluoro-N-methylindoline